C1(=CC=C(C=C1)C(NC(=O)C1=CN=C(NC1=O)C(F)(F)F)C1=CC=C(C=C1)C)C N-(di-p-tolylmethyl)-6-oxo-2-(trifluoromethyl)-1,6-dihydropyrimidine-5-carboxamide